C(=O)(O)C(CC(=O)O)NCCNC(C(=O)O)CC(=O)O 2-[2-(1,2-dicarboxyethylamino)ethylamino]butanedioic acid